ClC=1N(C(=CN1)C(=O)O)C 2-chloro-1-methyl-1H-imidazole-5-carboxylic acid